(6-(2-(3-Chloro-5-cyanophenyl)-2-methylpropionyl)pyridin-3-yl)carbamic acid tert-butyl ester C(C)(C)(C)OC(NC=1C=NC(=CC1)C(C(C)(C)C1=CC(=CC(=C1)C#N)Cl)=O)=O